O=C1CC2(C1)CN(C2)C=2C=NC(=NC2)OC2=CC=C(C=C2)C(C)(C)C2=CC=C(C=C2)OC2CC(C2)N (1r,3r)-3-(4-(2-(4-((5-(2-oxo-6-azaspiro[3.3]heptane-6-yl)pyrimidin-2-yl)oxy)phenyl)propan-2-yl)benzeneOxy)cyclobutylamine